FC1=CC(=C2C(=NN(C2=C1)COCC[Si](C)(C)C)CCO)OC 2-(6-fluoro-4-methoxy-1-((2-(trimethylsilyl)ethoxy)methyl)-1H-indazol-3-yl)ethan-1-ol